C1C2COC3=C(C21)C=CC=C3C(=O)O 1,1a,2,7b-tetrahydrocycloprop[c]benzopyran-4-carboxylic acid